ClC1=C(C=CC=C1C(NC1(CC1)C#N)=O)NC1=C(C=C(C(=O)N=C2NCCN2)C=C1F)C1CC1 4-({2-chloro-3-[(1-cyanocyclopropyl)carbamoyl]phenyl}amino)-3-cyclopropyl-5-fluoro-N-[(2E)-imidazolidin-2-ylidene]benzamide